BrC1=NC(=CC(=C1)F)Br 2,6-dibromo-4-fluoro-pyridine